1-(4-fluoro-2-methylphenyl)-3-(6-methoxy-2-methylpyridin-3-yl)-4-oxo-1,2,3,4-tetrahydroquinazoline-7-carbonitrile FC1=CC(=C(C=C1)N1CN(C(C2=CC=C(C=C12)C#N)=O)C=1C(=NC(=CC1)OC)C)C